COC1=C(CN(C2=C3C(=C(N=N2)OC(C)C)N(C(=N3)CCCC)CC3=CC=C(CN(C(C)=O)C2CS(C2)(=O)=O)C=C3)CC3=C(C=C(C=C3)OC)OC)C=CC(=C1)OC N-(4-((4-(bis(2,4-dimethoxybenzyl)amino)-2-butyl-7-isopropoxy-1H-imidazo[4,5-d]pyridazin-1-yl)methyl)benzyl)-N-(1,1-dioxidothietan-3-yl)acetamide